C1(CCC1)OC1=NC=C(C=N1)B(O)O 2-(CYCLOBUTOXY)PYRIMIDINE-5-BORONIC ACID